mono-(tristyrylphenyl) ether C(=CC1=CC=CC=C1)C1=C(C(=C(C=C1)OC1=C(C(=C(C=C1)C=CC1=CC=CC=C1)C=CC1=CC=CC=C1)C=CC1=CC=CC=C1)C=CC1=CC=CC=C1)C=CC1=CC=CC=C1